N-benzyl-7-(6,7-dichloroquinazolin-4-yl)-2-(4-methoxyphenyl)-3-oxo-6,8-dihydro-5H-imidazo[1,5-a]pyrazine-1-carboxamide C(C1=CC=CC=C1)NC(=O)C=1N(C(N2C1CN(CC2)C2=NC=NC1=CC(=C(C=C21)Cl)Cl)=O)C2=CC=C(C=C2)OC